NC1C(COC1)C(=O)C1=CC=CC=C1 (4-aminotetrahydrofuran-3-yl)-phenyl-methanone